1-ethyl-1-heptylpiperidinium bis(pentafluoroethanesulfonyl)imide salt [N-](S(=O)(=O)C(F)(F)C(F)(F)F)S(=O)(=O)C(F)(F)C(F)(F)F.C(C)[N+]1(CCCCC1)CCCCCCC